methyl 2-benzyl-4-((3-(methylamino)propyl)amino)-9H-pyrimido[4,5-b]indole-7-carboxylate C(C1=CC=CC=C1)C=1N=C(C2=C(NC3=CC(=CC=C23)C(=O)OC)N1)NCCCNC